5-chloro-1-((2-(3-fluoro-5-methoxyphenyl)pyrimidin-5-yl)methyl)-1H-indazole ClC=1C=C2C=NN(C2=CC1)CC=1C=NC(=NC1)C1=CC(=CC(=C1)OC)F